fluoro-4-(((trans-2-(1-methyl-1H-indol-5-yl)cyclopropyl)amino)methyl)piperidine-1-carboxylic acid benzyl ester C(C1=CC=CC=C1)OC(=O)N1C(CC(CC1)CN[C@H]1[C@@H](C1)C=1C=C2C=CN(C2=CC1)C)F